Methyl 2-((2-(((tert-butoxycarbonyl)(2-(6-methoxy-3-nitropyridin-2-yl)ethyl)-amino)methyl)-3-chloro-4-fluorophenyl)amino)-4,5-difluorobenzoate C(C)(C)(C)OC(=O)N(CCC1=NC(=CC=C1[N+](=O)[O-])OC)CC1=C(C=CC(=C1Cl)F)NC1=C(C(=O)OC)C=C(C(=C1)F)F